4-(2,4-dioxopentan-3-yl)-2,6-bis(trifluoromethyl)benzonitrile O=C(C)C(C(C)=O)C1=CC(=C(C#N)C(=C1)C(F)(F)F)C(F)(F)F